tert-butyl 3-(4-piperidyloxy)azetidine-1-carboxylate N1CCC(CC1)OC1CN(C1)C(=O)OC(C)(C)C